1-chloro-3-(3,4,5-trimethoxyphenyl)propan ClCCCC1=CC(=C(C(=C1)OC)OC)OC